1-methyl-N-(1-methylcyclopropyl)-3-(5-methyl-1,3,4-thiadiazol-2-yl)-2-oxo-7-(trifluoromethyl)benzimidazole-5-sulfonamide CN1C(N(C2=C1C(=CC(=C2)S(=O)(=O)NC2(CC2)C)C(F)(F)F)C=2SC(=NN2)C)=O